tert-Butyl 4-({3-[(8-{4-fluoro-2-[(3R)-3-methylmorpholine-4-carbonyl]phenyl}-4-methylpyrrolo[1,2-a]pyrazin-6-yl)methyl]azetidin-1-yl}methyl)piperidine-1-carboxylate FC1=CC(=C(C=C1)C=1C=C(N2C1C=NC=C2C)CC2CN(C2)CC2CCN(CC2)C(=O)OC(C)(C)C)C(=O)N2[C@@H](COCC2)C